1-acryloyl-3,3-difluoropiperidin-4-one C(C=C)(=O)N1CC(C(CC1)=O)(F)F